NC1=NC=2C=C(C=CC2C2=C1N=C(N2CC(C)(C)O)CCCC(F)(F)F)O 4-amino-2-(4,4,4-trifluorobutyl)-1-(2-hydroxy-2-methylpropyl)-1H-imidazo[4,5-c]quinolin-7-ol